C(CC=C)OC=1N=C(C=C2C=CC=NC12)C1=CC(=NC=C1OC)[C@@H](C)N(S(=O)C(C)(C)C)CC N-((R)-1-(4-(8-(but-3-en-1-yloxy)-1,7-naphthyridin-6-yl)-5-methoxypyridin-2-yl)ethyl)-N-ethyl-2-methylpropan-2-sulfinamide